OC1=C(C=C(C=C1)[N+](=O)[O-])[N+](=O)[O-] 1-hydroxy-2,4-dinitrobenzene